FC1=CC=C(C=N1)C(=O)N[C@@H](CO)C1=NC(=NO1)C1=CC=C(C=C1)C(F)(F)F 6-fluoro-N-[(1S)-2-hydroxy-1-{3-[4-(trifluoromethyl)phenyl]-1,2,4-oxadiazol-5-yl}ethyl]pyridine-3-carboxamide